4-(2-oxo-2,3-dihydro-benzo[d]oxazol-5-yl)-N-(pyridin-4-ylmethyl)-benzenesulfonamide O=C1OC2=C(N1)C=C(C=C2)C2=CC=C(C=C2)S(=O)(=O)NCC2=CC=NC=C2